1-morpholinoethane O1CCN(CC1)CC